2'-[5-Fluoro-2-[(1-methylsulfonylpiperidin-4-yl)amino]pyrimidin-4-yl]-3',5'-dimethyl-spiro[cyclopropane-1,6'-thieno[2,3-c]pyrrole]-4'-one FC=1C(=NC(=NC1)NC1CCN(CC1)S(=O)(=O)C)C1=C(C2=C(C3(N(C2=O)C)CC3)S1)C